CC=1N=C2N(C=C(N=C2C)C2=C(C(=NC(=N2)N2CCNCC2)OCC)C(=O)N)C1 {2,8-dimethylimidazo[1,2-a]pyrazin-6-yl}-4-ethoxy-2-(piperazin-1-yl)pyrimidine-5-carboxamide